(7S)-7-deuterio-4-[(1R)-1-phenylethyl]-7-[4-(trifluoromethoxy)phenyl]-1,4-oxazepan-3-one [2H][C@]1(CCN(C(CO1)=O)[C@H](C)C1=CC=CC=C1)C1=CC=C(C=C1)OC(F)(F)F